C(CCCCCCCC)[NH3+] Nonylammonium